1-(1-benzyl-pyrazol-4-yl)-2-bromo-ethanone C(C1=CC=CC=C1)N1N=CC(=C1)C(CBr)=O